P([O-])([O-])=O.NCC(=O)O.[Zr+4].P([O-])([O-])=O zirconium glycine phosphonate